3,5-dichloro-4-((1-isopropyl-1H-benzo[d]imidazol-6-yl)oxy)aniline ClC=1C=C(N)C=C(C1OC=1C=CC2=C(N(C=N2)C(C)C)C1)Cl